BrC=1C=C2C(=NC1)OC(=C2)[Si](C)(C)C 5-bromo-2-(trimethylsilyl)furo[2,3-b]pyridine